BrC=1C=NC=C(C1)S(=O)(=O)C(F)(F)F 3-bromo-5-(trifluoromethylsulfonyl)pyridine